2-(2,2,3,3-tetrafluorocyclobutoxy)-5-(4,4,5,5-tetramethyl-1,3,2-dioxaborolan-2-yl)pyridine FC1(C(CC1(F)F)OC1=NC=C(C=C1)B1OC(C(O1)(C)C)(C)C)F